COC(CN1CCC(CC1)NC=1C=2C=C(N(C2C=CC1)CC(F)(F)F)I)COC N-(1-(2,3-dimethoxypropyl)piperidin-4-yl)-2-iodo-1-(2,2,2-trifluoroethyl)-1H-indol-4-amine